O=C1NC(CCC1N1C(C2=CC=CC(=C2C1=O)N1CCN(CC1)CCOCCNC(OC(C)(C)C)=O)=O)=O Tert-butyl N-[2-[2-[4-[2-(2,6-dioxo-3-piperidyl)-1,3-dioxo-isoindolin-4-yl]piperazin-1-yl]ethoxy]ethyl]carbamate